C(C)(=O)[O-].[Na+].[Na+].C(C)(=O)[O-] sodium Sodium acetate